2-amino-2-methyl-N-[(2R)-1-(1-methylsulfonylspiro[2H-indole-3,4'-piperidine]-yl)-1-oxo-5-phenylpentan-2-yl]propanamide NC(C(=O)N[C@@H](C(=O)N1CCC2(CC1)CN(C1=CC=CC=C12)S(=O)(=O)C)CCCC1=CC=CC=C1)(C)C